2-(5-chlorothien-3-yl)morpholine-5,5-d2 ClC1=CC(=CS1)C1CNC(CO1)([2H])[2H]